2-(6-(3-(Trifluoromethyl)phenyl)-1H-pyrazolo[4,3-b]pyridin-1-yl)acetohydrazide FC(C=1C=C(C=CC1)C=1C=C2C(=NC1)C=NN2CC(=O)NN)(F)F